(S)-1-(2-(1H-indol-3-yl)propyl)-6,7-dimethoxy-3,4-dihydroisoquinoline-2(1H)-formaldehyde N1C=C(C2=CC=CC=C12)C(C[C@@H]1N(CCC2=CC(=C(C=C12)OC)OC)C=O)C